[Ga].[In].FC(C1=CC=C(C=N1)NC1=NC=CC=C1C1CCN(CC1)C(C=C)=O)(F)F 1-(4-(2-((6-(trifluoromethyl)pyridin-3-yl)amino)pyridin-3-yl)piperidin-1-yl)prop-2-en-1-one indium-gallium